C(C(C)(C)C)(=O)C1=C(CCC(C1)C(C(C)(C)C)=O)C(C)(C)C 1,5-bis(pivaloyl)-2-tert-butylcyclohexene